FC=1C=C(C=CC1)C1(CC1)N 1-(3-fluorophenyl)cyclopropanamine